6-{5-[(2-decyl-1-oxotetradecyl) oxy] pentyl}-9-[3-(dimethylamino) propyl]-13-methyl-8-oxo-9,13-diaza-7-oxatetradec-1-yl 2-decyltetradecanoate C(CCCCCCCCC)C(C(=O)OCCCCCC(OC(N(CCCN(C)C)CCCN(C)C)=O)CCCCCOC(C(CCCCCCCCCCCC)CCCCCCCCCC)=O)CCCCCCCCCCCC